2-(3,4-Dimethoxyphenyl)-7-[1-(2-hydroxyethyl)piperidin-4-yl]-4H-pyrido[1,2-a]pyrimidin-4-one COC=1C=C(C=CC1OC)C=1N=C2N(C(C1)=O)C=C(C=C2)C2CCN(CC2)CCO